[Si](C)(C)(C(C)(C)C)O[C@H]1C[C@H](N2N=C(N=C21)C(=O)OCC)C2=CC=CC=C2 ethyl cis-7-[tert-butyl(dimethyl)silyl]oxy-5-phenyl-6,7-dihydro-5H-pyrrolo[1,2-b][1,2,4]triazole-2-carboxylate